C1(=CC=CC2=CC=CC=C12)[C@@](N)(C)C(=O)O α-(1-naphthyl)-D-alanine